Methyl (1R,5S,6R)-3-[5-(3-iodo-7-methyl-1H-indazol-1-yl)pyridin-2-yl]-3-azabicyclo[3.1.0]hexane-6-carboxylate IC1=NN(C2=C(C=CC=C12)C)C=1C=CC(=NC1)N1C[C@H]2C([C@H]2C1)C(=O)OC